methyl-2,4-dioxocyclohexane-1-carboxylic acid Ethyl ester C(C)OC(=O)C1(C(CC(CC1)=O)=O)C